Cl.FC1=C(C=NN1)C=1C=CC(=C(C1)O)C=1SC=2N=C(SC2N1)N(C1CC(NC(C1)(C)C)(C)C)C 5-(5-Fluoro-1H-pyrazol-4-yl)-2-{5-[methyl(2,2,6,6-tetramethylpiperidin-4-yl)amino][1,3]thiazolo[5,4-d][1,3]thiazol-2-yl}phenol Hydrochlorid